N1=C(C=CC=C1)C=NO cis-pyridine-2-formaldehyde oxime